C(#N)C1=CCN(C=C1)CC1CC1 4-cyano-1-(cyclopropylmethyl)-1H-pyridine